(S)-3-(4-amino-6-cyclobutylpyrido[3,4-d]pyrimidin-8-yl)-2,4-dimethylphenol NC=1C2=C(N=CN1)C(=NC(=C2)C2CCC2)C=2C(=C(C=CC2C)O)C